OC=1C=C(C=O)C=CC1[N+](=O)[O-] 3-Hydroxy-4-nitro-benzaldehyde